N[C@H](CO)CN1N=C(C=C1)C1=NC=C(C=C1)OC1=NC=C(C=C1F)C1=CC=NN1 (S)-2-Amino-3-(3-(5-((3-fluoro-5-(1H-pyrazol-5-yl)pyridin-2-yl)oxy)pyridin-2-yl)-1H-pyrazol-1-yl)propan-1-ol